FC1(CCC(CC1)NC1=NC(=CC(=C1)C(CC#C)O)N1N=C(C=C1C)C)F 1-(2-((4,4-difluorocyclohexyl)amino)-6-(3,5-dimethyl-1H-pyrazol-1-yl)pyridin-4-yl)but-3-yn-1-ol